C(C)[C@H]1N(CCN(C1)S(=O)(=O)C)C1=NC=C2C(=N1)N(N=C2C=2C(=C(C(=C(C2)C(F)(F)F)F)O)F)C (R)-3-(6-(2-Ethyl-4-(methylsulfonyl)piperazin-1-yl)-1-methyl-1H-pyrazolo[3,4-d]pyrimidin-3-yl)-2,6-difluoro-5-(trifluoromethyl)phenol